C(C1=CC=CC=C1)C=1C(=NC(=NC1OC)OC)C1CCC(CC1)=O 4-(5-benzyl-2,6-dimethoxypyrimidin-4-yl)cyclohexanone